BrC=1C=C(C=CC1OC)C(C)(C)O 2-(3-bromo-4-methoxy-phenyl)propan-2-ol